P(=O)(OC1=CC=CC=C1)(OC1=CC=CC=C1)OC1=CC(=CC=C1)OP(=O)(OC1=CC=CC=C1)OC1=CC=CC=C1 tetraphenyl (m-phenylene) bisphosphate